methyl-spiro(cyclopropane-1,3'-pyrrolo[3,2-b]pyridin)-2'(1'H)-one CN1C(C2(C3=NC=CC=C31)CC2)=O